4-{5-[(Z)-(2-imino-4-oxo-1,3-thiazolidin-5-ylidene)methyl]-2-furyl}-n-methylbenzenesulfonamide N=C1S\C(\C(N1)=O)=C/C1=CC=C(O1)C1=CC=C(C=C1)S(=O)(=O)NC